tert-butyl 4-[4-(2,4-dioxohexahydropyrimidin-1-yl)-2-hydroxy-phenyl]piperidine-1-carboxylate O=C1N(CCC(N1)=O)C1=CC(=C(C=C1)C1CCN(CC1)C(=O)OC(C)(C)C)O